3-(hydroxymethyl)azetidin-3-ol OCC1(CNC1)O